N-(5-Chloro-6-(2H-1,2,3-triazol-2-yl)pyridin-3-yl)-1-(imidazo[1,2-b]pyridazin-6-yl)-5-(trifluoromethyl)-1H-pyrazol-4-carboxamid ClC=1C=C(C=NC1N1N=CC=N1)NC(=O)C=1C=NN(C1C(F)(F)F)C=1C=CC=2N(N1)C=CN2